5-bromo-N-(2-ethoxyethyl)-2-nitroaniline BrC=1C=CC(=C(NCCOCC)C1)[N+](=O)[O-]